tert-butyl 4-[5-(D-prolylamino)pyridin-2-yl]benzoate, hydrochloride salt Cl.N1[C@H](CCC1)C(=O)NC=1C=CC(=NC1)C1=CC=C(C(=O)OC(C)(C)C)C=C1